N-methyl-4-decyl-N-octadecyl-aniline CN(C1=CC=C(C=C1)CCCCCCCCCC)CCCCCCCCCCCCCCCCCC